1-N-(4-fluorophenyl)-l-N'-[6-[6-methoxy-7-(3-morpholin-4-ylpropoxy)pyrido[3,2-d]pyrimidin-4-yl]oxypyridin-3-yl]cyclopropane-1,1-dicarboxamide FC1=CC=C(C=C1)NC(=O)C1(CC1)C(=O)NC=1C=NC(=CC1)OC=1C2=C(N=CN1)C=C(C(=N2)OC)OCCCN2CCOCC2